di(β-hydroxyethyl) adipate C(CCCCC(=O)OCCO)(=O)OCCO